O=C1N(C(C2=CC=CC=C12)=O)CC=1C=NC(=NC1)N1CCN(CC1)CCOCCOCCOCCOCCC(=O)O 1-(4-(5-((1,3-dioxoisoindolin-2-yl)methyl)pyrimidin-2-yl)piperazin-1-yl)-3,6,9,12-tetraoxapentadecan-15-oic acid